C(C=C)N1C(OCC1)=O allyl-oxazolidinone